N-{1-[2-(1,3-dimethyl-1H-pyrazol-4-yl)quinolin-4-yl]ethyl}-2-methylbenzamide CN1N=C(C(=C1)C1=NC2=CC=CC=C2C(=C1)C(C)NC(C1=C(C=CC=C1)C)=O)C